[Cl-].C(C=C)(=O)OCCCCCCCCCCCC[N+]1=CC=CC=C1 acryloyloxydodecylpyridinium chloride